benzo[1,2-b:4,5-b']difuran-4-carboxylic acid O1C=2C(C=C1)=C(C=1OC=CC1C2)C(=O)O